ClC1=C(C=C(C=C1)N(S(=O)(=O)CC)CC1=NC=C(C=C1)C=1OC(=NN1)C(F)F)C N-(4-chloro-3-methylphenyl)-N-((5-(5-(difluoromethyl)-1,3,4-oxadiazol-2-yl)pyridin-2-yl)methyl)ethanesulfonamide